COC1=C(C=CC=C1)C(C=C)=O (2-methoxyphenyl)prop-2-en-1-one